CC1CCC2=C(N=C(S2)CO)C1 (5-methyl-4,5,6,7-tetrahydrobenzo[d]thiazol-2-yl)methanol